C1(=CC=CC2=CC=CC=C12)S(=O)(=O)[O-].[Co+2].C1(=CC=CC2=CC=CC=C12)S(=O)(=O)[O-] cobalt naphthalenesulfonate